N[C@@H]1C(N(C2=C(OC1)C=CN=C2F)C)=O (S)-3-amino-6-fluoro-5-methyl-2,3-dihydropyrido[4,3-b][1,4]oxazepin-4(5H)-one